perfluorooctyl-ethyl-sulfonyl-acetic acid FC(C(=O)O)(S(=O)(=O)C(C(F)(F)F)(F)F)C(C(C(C(C(C(C(C(F)(F)F)(F)F)(F)F)(F)F)(F)F)(F)F)(F)F)(F)F